1,1'-[Methylenebis(2-methyl-4,1-cyclohexanediyl)]bis[1H-pyrrole-2,5-dione] C(C1CC(C(CC1)N1C(C=CC1=O)=O)C)C1CC(C(CC1)N1C(C=CC1=O)=O)C